COC(CCCC(=O)[O-])=O METHYlGLUTARATE